C(C)(C)(C)OC(=O)N1CC(CC1)S(N)(=O)=O 3-sulfamylpyrrolidine-1-carboxylic acid tert-butyl ester